[NH+]1(C(C=CC=C1)=S)[O-].[Na] sodium pyridinethione 1-oxide